NC1C2(CC3CC(CC1C3)C2)O amino-1-adamantanol